COC(=O)C1CC(CC1)=O 3-oxocyclopentanecarboxylic acid methyl ester